CS(=O)(=O)N1CCN(CC1)C=1C=C2C(=CN1)N(N=C2)C=2C=C(C=C(C2)OC(F)(F)F)O 3-(5-(4-(Methylsulfonyl)piperazin-1-yl)-1H-pyrazolo[3,4-c]pyridine-1-yl)-5-(trifluoromethoxy)phenol